N-((2R)-1-(4-(4-fluorophenyl)-2-methyl-2,8-diazaspiro[4.5]decan-8-yl)-3-methyl-1-oxobutan-2-yl)-4-(trifluoromethyl)picolinamide FC1=CC=C(C=C1)C1CN(CC12CCN(CC2)C([C@@H](C(C)C)NC(C2=NC=CC(=C2)C(F)(F)F)=O)=O)C